Barium bismuth sodium [Na].[Bi].[Ba]